2,2,5-trimethyl-1,3-dioxane-5-carbonyl chloride CC1(OCC(CO1)(C(=O)Cl)C)C